(hydroxymethyl)-4-methylpiperazine-1-carboxylic acid tert-butyl ester C(C)(C)(C)OC(=O)N1C(CN(CC1)C)CO